C(C)N1C[C@@H](C[C@H](C1)F)NC1=NN=C(C=2N1C=CC2)C2=C(C=C(C=C2)OC(F)(F)F)O 2-(4-{[(3r,5r)-1-ethyl-5-fluoropiperidin-3-yl]amino}pyrrolo[1,2-d][1,2,4]triazin-1-yl)-5-(trifluoromethoxy)phenol